(1S-trans)-2-((benzyloxy)methyl)-3-cyclopentene C(C1=CC=CC=C1)OCC1CCC=C1